NC1=NC=CC(=N1)NC=1C=C(C=CC1N1CCNCC1)C#CC(C)(O)C=1SC=CN1 4-(3-((2-aminopyrimidin-4-yl)amino)-4-(piperazin-1-yl)phenyl)-2-(thiazol-2-yl)but-3-yn-2-ol